(S)-2-((((9H-fluoren-9-yl)methoxy)carbonyl)amino)butanoic acid C1=CC=CC=2C3=CC=CC=C3C(C12)COC(=O)N[C@H](C(=O)O)CC